2,4-bis(trichloromethyl)-6-methyl-1,3,5-triazine ClC(C1=NC(=NC(=N1)C(Cl)(Cl)Cl)C)(Cl)Cl